N-(4-Fluoro-3-(trifluoromethyl)phenyl)-4-methoxy-2-nitrobenzamide FC1=C(C=C(C=C1)NC(C1=C(C=C(C=C1)OC)[N+](=O)[O-])=O)C(F)(F)F